2-(2-(4-(((3R,3aR,6R,6aR)-6-methoxyhexahydrofuro[3,2-b]furan-3-yl)oxy)phenyl)-6-oxo-5-((3-phenylpropyl)amino)pyrimidin-1(6H)-yl)acetic acid CO[C@@H]1CO[C@H]2[C@@H]1OC[C@H]2OC2=CC=C(C=C2)C=2N(C(C(=CN2)NCCCC2=CC=CC=C2)=O)CC(=O)O